C(C)C1=C(C=CC(=C1)N1C[C@H]2CC[C@@H](C1)N2C)NC2=NC=C(C(=N2)NCCCN(C(=O)N(C)C)C)C(F)(F)F 1-(3-((2-((2-ethyl-4-((1R,5S)-8-methyl-3,8-diazabicyclo[3.2.1]octan-3-yl)phenyl)amino)-5-(trifluoromethyl)pyrimidin-4-yl)amino)propyl)-1,3,3-trimethylurea